[Br-].C(C)(=O)OC[N+]1(C(CCCC1)C(NC1=C(C=CC=C1C)C)=O)CCC 1-(Acetoxymethyl)-2-((2,6-dimethylphenyl)carbamoyl)-1-propylpiperidin-1-ium bromide